FC(C(=O)O)(OC1=C(C=CC=C1)F)F 2,2-difluoro-2-(2-fluorophenoxy)acetic acid